OC[C@H]1O[C@H](C(C1O)O)N1C2=NC=NC(=C2N=C1)NC(C)C (2R,5R)-2-(hydroxymethyl)-5-[6-(isopropylamino)purin-9-yl]tetrahydrofuran-3,4-diol